C(C)(C)(C)[Si](C)(C)OC1C[C@@H](C[C@@H](C1)N=[N+]=[N-])N=[N+]=[N-] rac-tert-butyl(((1s,3R,5S)-3,5-diazidocyclohexyl)oxy)dimethylsilane